C1(CC1)C=1C(=NSC1C(=O)NC=1C=NC(=C(C1)C)N1N=CC=N1)C1=CC=CC=C1 4-CYCLOPROPYL-N-(5-METHYL-6-(2H-1,2,3-TRIAZOL-2-YL)PYRIDIN-3-YL)-3-PHENYLISOTHIAZOLE-5-CARBOXAMIDE